N(=C=O)C1CS(CC1)(=O)=O 3-isocyanato-tetrahydro-thiophene-1,1-dioxide